C(C)C1C(C(CC1)CC)=O 2,5-diethylcyclopentanone